NC1=C(C(=NN1[C@@H]1COCC1)C1=CC=C(C=C1)CNC(C1=C(C=CC=C1)OC)=O)C(=O)N 5-Amino-3-[4-[[(2-methoxybenzoyl)amino]methyl]phenyl]-1-[(3S)-tetrahydrofuran-3-yl]pyrazole-4-carboxamide